N(=C=O)C1=C(C=C(C=C1)N=C=O)[N+](=O)[O-] 2,5-Diisocyanato-1-nitrobenzol